allyl-sulfonate sodium salt [Na+].C(C=C)S(=O)(=O)[O-]